P(=O)(O)(O)F.P(=O)(O)(O)F.P(=O)(O)(O)F.P(=O)(O)(O)F.C(C)N1C(N(C=C1)C)C 1-ethyl-2,3-dimethyl-imidazole tetrafluorophosphate